FC(C=1C=C(OCC2=C(C=C(C=C2)C2C=3C(NC(C2)=O)=NNC3)OC)C=C(C1)C(F)(F)F)F 4-(4-{[3-(difluoromethyl)-5-(trifluoromethyl)phenoxy]methyl}-3-methoxyphenyl)-2H,4H,5H,6H,7H-pyrazolo[3,4-b]pyridin-6-one